1-bromo-2-methoxyethyl acrylate C(C=C)(=O)OC(COC)Br